(±)-3-(1-Cyclopropyl-1-hydroxyethyl)-4'-iodo-5'-methyl-2H-[1,2'-bipyridin]-2-one C1(CC1)[C@@](C)(O)C=1C(N(C=CC1)C1=NC=C(C(=C1)I)C)=O |r|